C(C)(C)C1=C(C=CC=C1)[C@@H]1N(CCC1)C1CC2(C1)CCN(CC2)C2=CC=C(C(=O)N)C=C2 4-(2-((R)-2-(2-isopropylphenyl)pyrrolidin-1-yl)-7-azaspiro[3.5]nonan-7-yl)benzamide